C1(CCCC1)C=CC(=O)OC Methyl 3-cyclopentylpropenoate